NC=1C=C(C=C2C=C(N=CC12)NC(=O)C1C2CC(CC12)C[Si](C1=CC=CC=C1)(C1=CC=CC=C1)C(C)(C)C)C=1C=NC=CC1C (exo)-N-[8-amino-6-(4-methylpyridin-3-yl)isoquinolin-3-yl]-3-[(tert-butyldiphenylsilyl)methyl]bicyclo[3.1.0]hexane-6-carboxamide